1,1,1,3,3,3-hexafluoropropan-2-yl (R or S)-1-((5-methylpyrazin-2-yl)carbamoyl)-6-azaspiro[2.5]octane-6-carboxylate CC=1N=CC(=NC1)NC(=O)[C@@H]1CC12CCN(CC2)C(=O)OC(C(F)(F)F)C(F)(F)F |o1:10|